NC1=C2N(C(N(C2=NC(=N1)NC1=C(C(=O)NCCN(C)C)C=CC=C1F)C(C)C)=O)C1=CC(=C(C=C1)Cl)O [(6-Amino-7-(4-chloro-3-hydroxyphenyl)-9-isopropyl-8-oxo-8,9-dihydro-7H-purin-2-yl)amino]-N-[2-(dimethylamino)-ethyl]-3-fluorobenzamid